[C@H]12N([C@H](C[C@@H]2C1)C(=O)OC)C(=O)OC(C)(C)C 2-(tert-butyl) 3-methyl (1S,3R,5S)-2-azabicyclo[3.1.0]hexane-2,3-dicarboxylate